C[C@H](CN1CC(NC(C1)=O)=O)N1CC(NC(C1)=O)=O (R)-4,4'-(1-methyl-1,2-ethanediyl)bis-2,6-piperazinedione